OCCCN(CCO)CCO hydroxypropylbis(hydroxyethyl)amine